3-(2-methoxypyridin-4-yl)-N-((3S,4R)-1-methyl-4-(2-(trifluoromethyl)phenyl)pyrrolidin-3-yl)-1H-pyrazolo[3,4-b]pyridine-5-amide COC1=NC=CC(=C1)C1=NNC2=NC=C(C=C21)C(=O)N[C@@H]2CN(C[C@H]2C2=C(C=CC=C2)C(F)(F)F)C